(1R,4s)-4-(8-(2,6-dichloro-4-cyanophenylamino)-2-((3S,4S)-3-methyltetrahydro-2H-pyran-4-ylamino)-9H-purin-9-yl)cyclohexanecarboxamide ClC1=C(C(=CC(=C1)C#N)Cl)NC=1N(C2=NC(=NC=C2N1)N[C@@H]1[C@@H](COCC1)C)C1CCC(CC1)C(=O)N